C(C1=CC=CC=C1)N(CC(O)C=1C=NN(C1)C1COC1)CCO 2-[benzyl(2-hydroxyethyl)amino]-1-[1-(oxetan-3-yl)pyrazol-4-yl]ethanol